(8-sec-butyl)hexahydro-4H-pyrazino[1,2-a]pyrimidine-4,7(6H)-dione C(C)(CC)N1CC2N(C(CCN2)=O)CC1=O